CC(C1=CC=CC=C1)(C)C1=C(C(C(=O)O)=C(C=C1)C)O 3-(α,α-dimethylbenzyl)-6-methyl-salicylic acid